8-(3,5-dichloro-2,4-difluoro-phenyl)-N-(2,3-dihydro-1,4-benzoxazin-4-yl)-4-morpholino-quinoline-3-carboxamide ClC=1C(=C(C=C(C1F)Cl)C=1C=CC=C2C(=C(C=NC12)C(=O)NN1CCOC2=C1C=CC=C2)N2CCOCC2)F